[Cu].C1=2C3=C(C(N1)=CC=1C4=C(C(N1)=CC1=C5C(=C(N1)C=C1C6=C(C(=N1)C2)N=CC=N6)N=CC=N5)N=CC=N4)N=CC=N3 tetrapyrazinoporphyrin copper